3-(5-(((2R,3s)-3-aminotetrahydro-2H-pyran-2-yl)methyl)-1-oxoisoindolin-2-yl)piperidine-2,6-dione N[C@@H]1[C@H](OCCC1)CC=1C=C2CN(C(C2=CC1)=O)C1C(NC(CC1)=O)=O